6-(3-chloro-6-(difluoromethyl)-2-fluorophenyl)-N-(1-(4-((1r,5s)-2-oxo-3-azabicyclo[3.1.0]hex-3-yl)benzyl)-1H-pyrazol-4-yl)pyrazine-2-carboxamide ClC=1C(=C(C(=CC1)C(F)F)C1=CN=CC(=N1)C(=O)NC=1C=NN(C1)CC1=CC=C(C=C1)N1C([C@@H]2C[C@@H]2C1)=O)F